COC1=NC(=CC=C1B(O)O)C 2-METHOXY-6-METHYLPYRIDIN-3-YLBORONIC ACID